ClC1=C(C=C(OCCCN2C(=C(C(=C2C)S(=O)(=O)C2=CC=C(C=C2)F)C)C(=O)O)C=C1C)C 1-(3-(4-Chloro-3,5-dimethylphenoxy)propyl)-4-((4-fluorophenyl)sulfonyl)-3,5-dimethyl-1H-pyrrole-2-Carboxylic acid